[Al+3].[Mg+2].[Si]([O-])([O-])([O-])[O-] silicic acid, magnesium-aluminium salt